ClC=1C(=C(C(=CC1)N1N=NN=C1)C1=CC(N2[C@@H](CCC2C1)C=1NC(=CN1)C1=CC=C(C=C1)NC(OC)=O)=O)F Methyl (4-(2-((3S)-7-(3-chloro-2-fluoro-6-(1H-tetrazol-1-yl)phenyl)-5-oxo-1,2,3,5,8,8a-hexahydroindolizin-3-yl)-1H-imidazol-5-yl)phenyl)carbamate